C(C)N(C=NC1=C(C=C(C(=C1)F)C1(COC1)OCC1=CC(=CC=C1)C(F)(F)F)C)C N-ethyl-N'-(5-fluoro-2-methyl-4-(3-((3-(trifluoromethyl)benzyl)oxy)oxetan-3-yl)phenyl)-N-methylformimidamide